BrC=1C=CC(=C(C1)S(=O)(=O)N1CCOCC1)C ((5-bromo-2-methylphenyl)sulfonyl)morpholine